CC1CC2=C(C3=CC=CC=C3C(=C2CC1)OCC)OCC 2-methyl-9,10-diethoxy-1,2,3,4-tetrahydroanthracene